7-(((((S)-1-(2-ethylbutoxy)-1-oxopropan-2-yl)amino)(phenoxy)phosphoryl)methyl)-2-naphthoic acid C(C)C(COC([C@H](C)NP(=O)(OC1=CC=CC=C1)CC1=CC=C2C=CC(=CC2=C1)C(=O)O)=O)CC